ClC=1C=NC=C(C1[C@@H](C)OC=1C=C2C(=NNC2=CC1)C=1C=C(OCCOCCOCC(=O)O)C=CC1)Cl (R)-2-(2-(2-(3-(5-(1-(3,5-Dichloropyridin-4-yl)ethoxy)-1H-indazol-3-yl)phenoxy)ethoxy)ethoxy)acetic acid